(cyclohexylmethyl)succinic acid dineopentyl ester C(C(C)(C)C)OC(C(CC(=O)OCC(C)(C)C)CC1CCCCC1)=O